Cl.[N]=O nitrogen-N-oxide hydrochloride